COC(CC=1C(=NC=CC1Cl)N1C(C=2N(CC1)C1=C(C2)CC(C1)(C)C)=O)=O (4-chloro-2-(7,7-dimethyl-1-oxo-1,3,4,6,7,8-hexahydro-2H-cyclopenta[4,5]pyrrolo[1,2-a]pyrazin-2-yl)pyridin-3-yl)acetic acid methyl ester